ethyl 5-methyl-1H-1,2,4-triazole-3-carboxylate CC1=NC(=NN1)C(=O)OCC